3-(5-(tert-butyl)-1,2,4-oxadiazol-3-yl)bicyclo[1.1.1]pentane-1-carboxylic acid C(C)(C)(C)C1=NC(=NO1)C12CC(C1)(C2)C(=O)O